5-Fluoro-7-methyl-indoline-2,3-dione FC=1C=C2C(C(NC2=C(C1)C)=O)=O